CS(=O)(=O)O[C@H]1CCN(CCC1)C(=O)OC(C)(C)C |r| (rac)-tert-butyl 4-[(methanesulfonyl)oxy]azepane-1-carboxylate